C(C1=CC=CC=C1)N1C(C(=CC(=C1)C=1NC2=CC=C(C=C2C1C(C)C)C1CCNCC1)C)=O 1-benzyl-5-(3-isopropyl-5-(piperidin-4-yl)-1H-indol-2-yl)-3-methylpyridin-2(1H)-one